5-amino-3-methyl-6-phenylpyridinecarbonitrile NC=1C=C(C(=NC1C1=CC=CC=C1)C#N)C